N1C(NC(NC1=O)=O)=O [1,3,5]-triazine-2,4,6-trione